[Ho].COCCOC 1,2-dimethoxyethane holmium